[Si]([O-])([O-])([O-])[O-].[Si]([O-])([O-])(O)O.[Yb+3].[Y+3] yttrium-ytterbium disilicate